Cl.NCC(C(=O)O)(C)C 3-amino-2,2-dimethylpropanoic acid hydrochloride